2-(4-cyclopropyl-6-methoxy-pyrimidin-5-yl)-5-methylsulfonyl-7-[[4-[1-methyl-4-(trifluoromethyl)imidazol-2-yl]phenyl]methyl]pyrrolo[3,2-d]pyrimidine C1(CC1)C1=NC=NC(=C1C=1N=CC2=C(N1)C(=CN2S(=O)(=O)C)CC2=CC=C(C=C2)C=2N(C=C(N2)C(F)(F)F)C)OC